NCC(=O)N1C(C=2N(CC1)C(=C(N2)C2=CC(=C(C(=C2)F)F)F)NC2=CC(=C(C=C2)F)C(F)(F)F)(C)C 2-amino-1-(3-((4-fluoro-3-(trifluoromethyl)phenyl)amino)-8,8-dimethyl-2-(3,4,5-trifluorophenyl)-5,6-dihydroimidazo[1,2-a]pyrazin-7(8H)-yl)ethan-1-one